(2S,3R)-2-(3,4-dihydroxyphenyl)-3,4-dihydro-2H-benzopyran-3,5,7-triol OC=1C=C(C=CC1O)[C@@H]1OC=2C(C[C@H]1O)=C(C=C(C2)O)O